BrC=1C=C(C=CC1)N(C1=NC2=NN=CN2C2=CN=CC=C12)C N-(3-bromophenyl)-N-methyl-2,4,5,7,12-pentazatricyclo[7.4.0.02,6]trideca-1(13),3,5,7,9,11-hexaen-8-amine